O1C=C(C=C1)C1=CC2=C(C(CCO2)CNC=2C=NC=CC2C(=O)O)C=C1 3-({[7-(furan-3-yl)-3,4-dihydro-2H-1-benzopyran-4-yl]methyl}amino)pyridine-4-carboxylic acid